2-[2-[2-[2-[[2-[4-[(7-chloro-4-oxo-3H-pyrido[4,3-d]pyrimidin-5-yl)amino]indol-1-yl]acetyl]amino]ethoxylethoxy]ethoxy]ethoxy]acetate ClC1=CC=2N=CNC(C2C(=N1)NC1=C2C=CN(C2=CC=C1)CC(=O)NCCOCCOCCOCCOCC(=O)[O-])=O